1-(8-chloro-1,2,3,5,6,7-hexahydro-s-indacen-4-yl)-3-[5-(hydroxymethyl)-4-methylfuran-2-ylsulfonyl]urea ClC=1C=2CCCC2C(=C2CCCC12)NC(=O)NS(=O)(=O)C=1OC(=C(C1)C)CO